C(C)(C)(C)N=C=NC(C)(C)C N,N'-di-t-butylcarbodiimide